FC1(CN(CC1)C1=NC=NC(=C1NC(C1=CN=C(C=C1)C(C)C)=O)C1=CC=CC=C1)F N-(4-(3,3-difluoropyrrolidin-1-yl)-6-phenylpyrimidin-5-yl)-6-isopropylnicotinamide